FC=1C=C(NC2=NN3C(CN(CC3)C(=O)OC(C)(C)C)=C2C2=C3C(=NC=C2)NC=C3C)C=CC1OC tert-butyl 2-(3-fluoro-4-methoxyanilino)-3-(3-methyl-1H-pyrrolo[2,3-b]pyridin-4-yl)-6,7-dihydropyrazolo[1,5-a]pyrazine-5(4H)-carboxylate